1-methyl-3-(2-methylphenyl)-1H-pyrazol CN1N=C(C=C1)C1=C(C=CC=C1)C